ClC1=C(C=CC(=C1)F)N(C(=O)C1=NC(=CC=C1C)O)C N-(2-chloro-4-fluorophenyl)-6-hydroxy-N,3-dimethylpyridine-2-carboxamide